mono-methyl-formamide CNC=O